[N+](=O)([O-])C=1C=CC(=NC1)/C=N/O (E)-5-nitropyridinecarboxaldehyde oxime